N,N'-di-t-butoxycarbonyl-N'-(2,4,6-trimethylbenzenesulfonyloxy)guanidine Methyl-4-amino-1-methyl-1H-pyrazolo[4,3-c][1,7]naphthyridine-8-carboxylate CC1=NN(C2=C1C(=NC=1C=NC(=CC21)C(=O)O)N)C.C(C)(C)(C)OC(=O)NC(=N)N(OS(=O)(=O)C2=C(C=C(C=C2C)C)C)C(=O)OC(C)(C)C